N-((3-(dimethylamino)pyridin-2-yl)carbamothioyl)-5-((1-methylazetidin-3-yl)sulfonyl)picolinimidamide CN(C=1C(=NC=CC1)NC(=S)NC(C1=NC=C(C=C1)S(=O)(=O)C1CN(C1)C)=N)C